C(C)(C)(C)OC(=O)N1[C@@H]2C[C@@H]2C[C@H]1C(NC1=NC(=CC=C1)OC(F)F)=O (1R,3S,5R)-3-((6-(difluoromethoxy)pyridin-2-yl)carbamoyl)-2-azabicyclo[3.1.0]hexane-2-carboxylic acid tert-butyl ester